[Sm].[Co].[Fe].N[C@H]1C[C@H](CCC1)C(=O)NC1=NC=C(C(=C1)C1=C2N(N=C1)CC(C2)(C)C)F (1s,3r)-3-amino-N-(4-(5,5-dimethyl-5,6-dihydro-4H-pyrrolo[1,2-b]pyrazol-3-yl)-5-fluoropyridin-2-yl)cyclohexane-1-carboxamide iron-cobalt-samarium